ClC1=C(C=2N=C(N=C(C2C=N1)N1[C@@H]2[C@@H]([C@@H]2COCC1)F)OC([2H])([2H])[C@]12CCCN2C[C@@H](C1)F)F (1S,7S,8R)-2-(7-chloro-8-fluoro-2-(((2R,7aS)-2-fluorotetrahydro-1H-pyrrolizin-7a(5H)-yl)methoxy-d2)pyrido[4,3-d]pyrimidin-4-yl)-8-fluoro-5-oxa-2-azabicyclo[5.1.0]octane